2-(((4-(((tertbutyldimethylsilyl)oxy)methyl)cyclohexyl)thio)methyl)-7-fluoroquinazolin-4(3H)-one C(C)(C)(C)[Si](OCC1CCC(CC1)SCC1=NC2=CC(=CC=C2C(N1)=O)F)(C)C